Methyl 3-[[4-(2-benzyloxy-6-methyl-phenyl)-6-chloro-pyrimidin-2-yl]sulfamoyl]benzoate C(C1=CC=CC=C1)OC1=C(C(=CC=C1)C)C1=NC(=NC(=C1)Cl)NS(=O)(=O)C=1C=C(C(=O)OC)C=CC1